ethyl 2-[2-(tert-butoxycarbonylamino)-7-isopropyl-4-oxo-furo[2,3-d]pyridazin-5-yl]acetate C(C)(C)(C)OC(=O)NC1=CC2=C(C(=NN(C2=O)CC(=O)OCC)C(C)C)O1